OC1=C(C(=O)O)C(=CC(=C1[C@@H]1C=C(CC[C@H]1C(=C)C)C)O)CCCCC 2,4-dihydroxy-3-[(1R,6R)-3-methyl-6-(1-methyl-vinyl)-2-cyclohexen-1-yl]-6-pentylbenzoic acid